3,5-ditert-butyl-4-hydroxybenzylphosphonat C(C)(C)(C)C=1C=C(CP([O-])([O-])=O)C=C(C1O)C(C)(C)C